2-benzyl 1-(tert-butyl) (2S,4R)-4-fluoro-4-((((4-fluorophenoxy) carbonothioyl) oxy)methyl)pyrrolidine-1,2-dicarboxylate F[C@@]1(C[C@H](N(C1)C(=O)OC(C)(C)C)C(=O)OCC1=CC=CC=C1)COC(=S)OC1=CC=C(C=C1)F